Ethyl 2-[(1R,3R)-3-[(2S,3S)-2-azido-N-(hexyloxy)-3-methylpentanamido]-1-[(tert-butyldimethylsilyl)oxy]-4-methylpentyl]-1,3-thiazole-4-carboxylate N(=[N+]=[N-])[C@H](C(=O)N(OCCCCCC)[C@H](C[C@@H](O[Si](C)(C)C(C)(C)C)C=1SC=C(N1)C(=O)OCC)C(C)C)[C@H](CC)C